[Na].[Mn].[Fe].[Ni].[Cu] copper-nickel-iron-manganese sodium salt